N-(7-chloro-6-(1-((3R,4R)-4-hydroxytetrahydrofuran-3-yl)piperidin-4-yl)isoquinolin-3-yl)-1-methyl-1H-pyrazole-4-carboxamide ClC1=C(C=C2C=C(N=CC2=C1)NC(=O)C=1C=NN(C1)C)C1CCN(CC1)[C@@H]1COC[C@@H]1O